N-[{7-(4-chlorophenoxy)chroman-4-yl}methyl]acrylamide ClC1=CC=C(OC2=CC=C3C(CCOC3=C2)CNC(C=C)=O)C=C1